6-(1-hydroxyethyl)quinoline-4-carboxylic acid OC(C)C=1C=C2C(=CC=NC2=CC1)C(=O)O